6-(bromomethyl)-2-chloro-3-phenylpyridine BrCC1=CC=C(C(=N1)Cl)C1=CC=CC=C1